BrC=1C=C2C(=CNC2=CC1)C(C(=O)Cl)=O 2-(5-bromo-1H-indol-3-yl)-2-oxoacetyl chloride